Methyl 5-methoxy-1H-indole-2-carboxylate COC=1C=C2C=C(NC2=CC1)C(=O)OC